C(C)(C)(C)OC(=O)NCCCCCCCCCCCC(=O)OC1CNC(C1)C(NCC1=CC=C(C=C1)C1=C(N=CS1)C)=O 5-((4-(4-methylthiazol-5-yl)benzyl)carbamoyl)pyrrolidin-3-yl 12-((tert-butoxycarbonyl)amino)dodecanoate